3-(6-amino-1-methyl-1H-indazol-3-yl)piperidine-2,6-dione hydrochloride tert-butyl-(3-(2,6-dioxopiperidin-3-yl)-1-methyl-1H-indazol-6-yl)carbamate C(C)(C)(C)N(C(O)=O)C1=CC=C2C(=NN(C2=C1)C)C1C(NC(CC1)=O)=O.Cl.NC1=CC=C2C(=NN(C2=C1)C)C1C(NC(CC1)=O)=O